2-[6-amino-5-[[(3S)-1-[4-[4-(azetidin-3-ylmethyl)piperazin-1-yl]phenyl]-3-piperidyl]oxy]pyridazin-3-yl]phenol NC1=C(C=C(N=N1)C1=C(C=CC=C1)O)O[C@@H]1CN(CCC1)C1=CC=C(C=C1)N1CCN(CC1)CC1CNC1